C(CCC)N1N=CC(=C1)NC1=NC=NC=C1 4-((1-butyl-1H-pyrazol-4-yl)amino)pyrimidin